(2,6-dimethylphenyl)-7-methylimidazo[1,2-f]phenanthridine CC1=C(C(=CC=C1)C)C=1N=C2N(C=3C=CC(=CC3C=3C=CC=CC23)C)C1